C(C1=CC=CC=C1)NC(COC=1C(=C(C(=NC1C)NC(=O)C1=C(C2=C(S1)C=C(C=C2)F)Cl)C)C)=O N-(5-(2-(Benzylamino)-2-oxoethoxy)-3,4,6-trimethylpyridin-2-yl)-3-chloro-6-fluorobenzo[b]thiophen-2-carboxamid